C(C1CO1)CCC[Si](OCC)(OCC)OCC gamma-(2,3-epoxypropyl)propyl-triethoxysilane